12-Cyclopentyl-12-azatricyclo[6.3.1.02,7]dodeca-2,4,6-triene hydrochloride Cl.C1(CCCC1)N1C2C3=CC=CC=C3C1CCC2